C(C)N1CCC2(CC2C(=O)N[C@@H](CCCCCC(CC)=O)C=2N=C(NC2C=2C=NC(=NC2)OC)C2=CC=C(C=C2)F)CC1 6-Ethyl-N-((S)-1-(2-(4-fluorophenyl)-5-(2-methoxypyrimidin-5-yl)-1H-imidazol-4-yl)-7-oxononyl)-6-azaspiro[2.5]octan-1-carboxamid